FC1=CC(=C(C=C1)N1N=C(C=C1C(=O)C1=NN(C(=C1)C#N)C)C)C(C)O 3-(1-(4-fluoro-2-(1-hydroxyethyl)phenyl)-3-methyl-1H-pyrazole-5-carbonyl)-1-methyl-1H-pyrazole-5-carbonitrile